FC(C(C(=O)O)(CCCN)N)F 2-difluoromethyl-2,5-diaminopentanoic acid